N[C@@H]1CN(CCC1)C=1C=C2C(N(C(C2=CC1)=O)C1C(NC(CC1)=O)=O)=O 5-((S)-3-aminopiperidin-1-yl)-2-(2,6-dioxopiperidin-3-yl)isoindoline-1,3-dione